5-(2,4-disulfophenyl)-2H-tetrazole monosodium salt [Na+].S(=O)(=O)([O-])C1=C(C=CC(=C1)S(=O)(=O)[O-])C=1N=NNN1